FC1=C(C(=CC=C1F)NC(C(F)(F)F)=O)C#CCN(C(OC(C)(C)C)=O)C1=NC(=CC=C1[N+](=O)[O-])OC tert-Butyl (3-(2,3-difluoro-6-(2,2,2-trifluoroacetamido)phenyl)prop-2-yn-1-yl)(6-methoxy-3-nitropyridin-2-yl)carbamate